tricyclo[5.2.1.02,6]decane ammonium salt [NH4+].C12C3CCCC3C(CC1)C2